C(C)(C)(C)OC(=O)N1CCC(CC1)C1=CC=C(C(=O)O)C=C1 4-(1-(tert-Butoxycarbonyl)piperidin-4-yl)benzoic acid